ONC(=O)C=1CCN(CC1)S(=O)(=O)C1=CC=C(C=C1)C1=CCC(C=C1)=CN(C1CCN(CC1)C)C N-hydroxyl-1-((4'-((methyl(1-methylpiperidine-4-yl)amino)methylene)-[1,1'-biphenyl]-4-yl)sulfonyl)-1,2,3,6-tetrahydropyridine-4-formamide